Cyclopropylacetic acid C1(CC1)CC(=O)O